CN1C(N(C=C1)CCCCCCCC)Cl 1-methyl-3-octyl-imidazolyl chloride